ClC=1C(=C(C2=C(N(CCS2)C)C1)C(=O)O)F 6-chloro-7-fluoro-4-methyl-3,4-dihydro-2H-1,4-benzothiazine-8-carboxylic acid